trans-2-(4-(4-(4-Chlorophenyl)-5-methyl-4H-1,2,4-triazol-3-yl)cyclohexyloxy)-5-methoxypyridin ClC1=CC=C(C=C1)N1C(=NN=C1C)[C@@H]1CC[C@H](CC1)OC1=NC=C(C=C1)OC